N[C@@H]1CC[C@H](CC1)N(C(CCC1=CC=C(C=C1)OCCCCCC)=O)C N-(4-amino-trans-cyclohexyl)-3-(4-hexyloxyphenyl)-N-methylpropanamide